N-cyclopropyl-2-(difluoromethoxy)-4-[6-[1-(2-hydroxyethoxy)-1-methylethyl]pyrazolo[1,5-a]pyridin-3-yl]-6-methoxybenzamide C1(CC1)NC(C1=C(C=C(C=C1OC)C=1C=NN2C1C=CC(=C2)C(C)(C)OCCO)OC(F)F)=O